Tricyclo[6.2.2.02,7]dodecane C12C3CCCCC3C(CC1)CC2